Cl.C[C@H]1[C@H](NC[C@H](O1)C)CNC1=NC=CC(=N1)C(F)(F)F N-(((2S,3R,6R)-2,6-dimethylmorpholin-3-yl)methyl)-4-(trifluoromethyl)pyrimidin-2-amine hydrochloride